(Z)-N'-(cyclopropylmethyl)-N'-methyl-4-(1,4,4,4-tetrafluoro-3-(3,4,5-trichlorophenyl)but-1-en-1-yl)-2-(trifluoromethyl)benzoyl-hydrazine C1(CC1)CN(NC(C1=C(C=C(C=C1)/C(=C/C(C(F)(F)F)C1=CC(=C(C(=C1)Cl)Cl)Cl)/F)C(F)(F)F)=O)C